C1(CC1)C1=NSC(=N1)N1C=C(C(C2=C(C=C(N=C12)N1CC(C1)C(NC1=NN(C(=C1)C)C(C)C)=O)C)=O)C(=O)O 1-(3-cyclopropyl-1,2,4-thiadiazol-5-yl)-5-methyl-7-(3-{[5-methyl-1-(propan-2-yl)-1H-pyrazol-3-yl]carbamoyl}azetidin-1-yl)-4-oxo-1,4-dihydro-1,8-naphthyridine-3-carboxylic acid